3-{[(3S)-1-methylpiperidin-3-yl]oxy}-5-(5-methyl-1,3-thiazol-2-yl)benzoic acid CN1C[C@H](CCC1)OC=1C=C(C(=O)O)C=C(C1)C=1SC(=CN1)C